C(C)N1C(NCCN(CCOC=2C=3N(C=C(C=4C=CC=C([C@H]1C)C4)N2)C=CN3)C(C)C)=O (12R)-13-ethyl-12-methyl-18-(propan-2-yl)-12,13,15,16,17,18,19,20-octahydro-14H-6,22-(azeno)-11,7-(metheno)imidazo[1,2-r][1,4,7,9,18]oxatetraazacycloicosin-14-one